3-fluoro-5,8,8-trimethyl-5-(3-(4,4,5,5-tetramethyl-1,3,2-dioxaborolan-2-yl)phenyl)-5,8,9,10-tetrahydrobenzo[b][1,8]naphthyridin-6(7H)-one FC1=CC=2C(C3=C(NC2N=C1)CC(CC3=O)(C)C)(C3=CC(=CC=C3)B3OC(C(O3)(C)C)(C)C)C